CC1CNCC(O1)C1=CC(=NC=C1)C 2-methyl-6-(2-methylpyridin-4-yl)morpholine